NC=1C(=NC=C(N1)N1CCC(CC1)(C)N)C=1C(=C(C=CC1)N1CCN(CC1)CC=1C(=C2CN(C(C2=CC1)=O)C1C(NC(CC1)=O)=O)Br)Cl 3-(5-((4-(3-(3-amino-5-(4-amino-4-methylpiperidin-1-yl)pyrazin-2-yl)-2-chlorophenyl)piperazin-1-yl)methyl)-4-bromo-1-oxoisoindolin-2-yl)piperidine-2,6-dione